6-bromoisochroman-8-Carboxaldehyde BrC=1C=C2CCOCC2=C(C1)C=O